(1s,5r)-N-[6-(2-chloro-5-fluoro-phenyl)pyridazin-3-yl]-3-[(1,5-dimethylpyrazol-3-yl)methyl]-3-azabicyclo[3.1.0]hexan-6-amine ClC1=C(C=C(C=C1)F)C1=CC=C(N=N1)NC1[C@H]2CN(C[C@@H]12)CC1=NN(C(=C1)C)C